(3aR,6R,6aR)-6-(((tert-butyldimethylsilyl)oxy)methyl)-2,2-dimethyldihydrofuro[3,4-d][1,3]dioxol-4(3aH)-one [Si](C)(C)(C(C)(C)C)OC[C@H]1OC([C@H]2[C@@H]1OC(O2)(C)C)=O